NC1=NC(=C(C=C1C=1C=C2CCNC(C2=CC1F)=O)C1=CC=C(C=C1)N1CCN(CC1)C)F 6-(2-amino-6-fluoro-5-(4-(4-methylpiperazin-1-yl)phenyl)pyridin-3-yl)-7-fluoro-3,4-dihydroisoquinolin-1(2H)-one